(2-(4-chlorophenyl)oxazol-5-yl)-N-methylmethylamine ClC1=CC=C(C=C1)C=1OC(=CN1)N(C)C